(2S,3R,4R,5S)-N-(3-carbamoylphenyl)-3-(2-(difluoromethoxy)-3,4-difluorophenyl)-4,5-dimethyl-5-(trifluoromethyl)tetrahydrofuran-2-carboxamide C(N)(=O)C=1C=C(C=CC1)NC(=O)[C@H]1O[C@@]([C@@H]([C@@H]1C1=C(C(=C(C=C1)F)F)OC(F)F)C)(C(F)(F)F)C